The molecule is a secondary carboxamide resulting from the formal condensation of the carboxy group of 1-(N,N-dimethylglycyl)piperidine-4-carboxylic acid with the amino group of 5-{[(5-tert-butyl-1,3-oxazol-2-yl)methyl]sulfanyl}-1,3-thiazol-2-amine. It is a CDKL5 and CDK16 kinase inhibitor. It has a role as an EC 2.7.11.22 (cyclin-dependent kinase) inhibitor. It is a member of 1,3-thiazoles, a N-acylpiperidine, an organic sulfide, a tertiary amino compound, a secondary carboxamide and a member of 1,3-oxazoles. CC(C)(C)C1=CN=C(O1)CSC2=CN=C(S2)NC(=O)C3CCN(CC3)C(=O)CN(C)C